ClC1=C(C(=O)NC=2SC=C(C2C(=O)O)C2=CC=C(C=C2)Cl)C=C(C=C1)F 2-(2-chloro-5-fluorobenzamido)-4-(4-chlorophenyl)thiophene-3-carboxylic acid